(beta-aminoethyl)gamma-aminopropyl-trimethyl-(ethoxysilane) NCCC([Si](OCC)(C)C)CCCN